CCCCCCCCCCCCCC[C@H]([C@H]([C@H](CO[C@@H]1[C@@H]([C@H]([C@H]([C@H](O1)CO)O)O)O)NC(=O)CCCCCCCCCCCCC)O)O The molecule is a glycophytoceramide having an alpha-D-galactopyranosyl residue at the O-1 position and a tetradecanoyl group attached to the nitrogen. It derives from an alpha-D-galactose and a tetradecanoic acid.